(5S,6S)-6-(4,4-difluorocyclohexyl)-5-(4-(4-(dimethoxymethyl)piperidin-1-yl)phenyl)-5,6,7,8-tetrahydronaphthalen-2-ol FC1(CCC(CC1)[C@H]1[C@H](C=2C=CC(=CC2CC1)O)C1=CC=C(C=C1)N1CCC(CC1)C(OC)OC)F